1-azido-4-(bromomethyl)benzene N(=[N+]=[N-])C1=CC=C(C=C1)CBr